C1(=CC=C(C=C1)S(=O)(=O)C1OCCC1)C1=CC=CC=C1 2-([1,1'-biphenyl]-4-ylsulfonyl)tetrahydrofuran